4-cyano-N-(8-methyl-1-isoquinolyl)-N-[(3R)-3-piperidyl]-2-(3-pyridyl)benzamide C(#N)C1=CC(=C(C(=O)N([C@H]2CNCCC2)C2=NC=CC3=CC=CC(=C23)C)C=C1)C=1C=NC=CC1